N-(4-methoxybenzyl)-4-methyl-N-(thiazol-4-yl)pyridine-2-sulfonamide COC1=CC=C(CN(S(=O)(=O)C2=NC=CC(=C2)C)C=2N=CSC2)C=C1